(R)-4-(4-(3,3-difluoropropoxy)-2,6-difluorophenyl)-1-(4H-imidazolo[1,2-a]pyridin-7-yl)azetidin-2-one FC(CCOC1=CC(=C(C(=C1)F)[C@H]1CC(N1C1=CC=2N(C=C1)C=CN2)=O)F)F